C1(CC1)CN1C(N(CC12CCC(CC2)(C2=CC(=CC=C2)F)N(C)C)C=2C=NC(=NC2)C(F)(F)F)=O 1-(cyclopropyl-methyl)-8-dimethylamino-8-(3-fluorophenyl)-3-[2-(trifluoromethyl)-pyrimidin-5-yl]-1,3-diazaspiro[4.5]decan-2-one